1-benzothiophene 1,1-dioxide S1(C=CC2=C1C=CC=C2)(=O)=O